FC=1C=C(N2N=C(N=CC21)N[C@H]2[C@@H](CN(CC2)S(=O)(=O)C)O)C2=C(C(=C(C=C2F)F)F)F (3R,4R)-4-((5-fluoro-7-(2,3,4,6-tetrafluorophenyl)pyrrolo[2,1-f][1,2,4]triazin-2-yl)amino)-1-(methylsulfonyl)piperidin-3-ol